N-(2-aminoethyl)-N,N-dimethylpropan-2-yne-1-aminium chloride hydrochloride Cl.[Cl-].NCC[N+](CC#C)(C)C